3-(2-methoxyphenyl)-3-oxo-propionitrile COC1=C(C=CC=C1)C(CC#N)=O